FC1=C(C=C(C=C1)F)C(CC#CC#CC=1C=CNC1)C=1C(N(C=CC1)C)=O 4-(6-(2,5-difluorophenyl)-6-(1-methyl-2-oxo-1,2-dihydropyridin-3-yl)hexa-1,3-diyne-1-yl)-1H-pyrrole